C(CC(=O)[O-])(=O)OC(C)(CCCCCCC)C(C)(C)C.[K+] potassium 2-(tert-butyl)-2-nonyl malonate